C1(CC1)C=1C(NC=2C=C(C=NC2C1)CN1CCNCC1)=O 4-[(7-cyclopropyl-6-oxo-5H-1,5-naphthyridin-3-yl)methyl]Piperazine